(S)-2-((6-(pyridin-3-yl)-benzo[d]thiazol-2-yl)-amino)-N-(pyrrolidin-3-yl)isonicotinamide N1=CC(=CC=C1)C1=CC2=C(N=C(S2)NC=2C=C(C(=O)N[C@@H]3CNCC3)C=CN2)C=C1